rac-(4-amino-1,3-dihydrofuro[3,4-c][1,8]naphthyridin-8-yl)(3-(4-(trifluoromethyl)phenyl)morpholino)methanone NC1=NC=2N=CC(=CC2C2=C1COC2)C(=O)N2[C@@H](COCC2)C2=CC=C(C=C2)C(F)(F)F |r|